C(C)O[Si](OCC)(OCC)OCC.C(CCCCCC)(=O)NC(CN1N=NC(=C1)C1(C(=O)C2(C(CNC2)C(=O)N[C@@H]2[C@H](C2)C2=CC=CC=C2)C(=O)N[C@@H]2[C@H](C2)C2=CC=CC=C2)CC=CC=C1)C(=O)NCCCCCC 4-(1-((2-heptanamido-3-(hexylamino)-3-oxopropyl)-1H-1,2,3-triazol-4-yl)benzoyl)-N3,N4-bis((1S,2R)-2-phenylcyclopropyl)pyrrolidine-3,4-dicarboxamide tetra-ethyl-ortho-silicate